C(C)(=O)O[C@@H]1COCC[C@H]1NC1=NN2C(C=N1)=C(C(=C2C2(CC2)CC)C#N)F (3S,4R)-4-{[6-cyano-7-(1-ethylcyclopropyl)-5-fluoropyrrolo[2,1-f][1,2,4]triazin-2-yl]amino}oxan-3-yl acetate